NC=1C=C(C=CC1OC)CCOCC1=CC=CC(=N1)NC([O-])=O 6-((3-amino-4-methoxyphenylethoxy) methyl)-pyridin-2-ylcarbamate